pyridazinium [NH+]1=NC=CC=C1